ClC=1C=C(C(=O)N2CC=3C(=NN4C3C(N(C[C@H]4C)[C@H](C)C4=NC=CC=N4)=O)C[C@H]2C)C=CC1Cl |o1:18| (3R,7R)-2-(3,4-dichlorobenzoyl)-3,7-dimethyl-9-((R*)-1-(pyrimidin-2-yl)ethyl)-1,2,3,4,8,9-hexahydropyrido[4',3':3,4]pyrazolo[1,5-a]pyrazin-10(7H)-one